N-{1-[5-(2-butoxy-6-fluoro-phenyl)thiophen-2-yl]ethyl}-6,7-dimethoxy-2-methylquinazolin-4-amine C(CCC)OC1=C(C(=CC=C1)F)C1=CC=C(S1)C(C)NC1=NC(=NC2=CC(=C(C=C12)OC)OC)C